1-(pyrazin-2-yl)-5-(trifluoromethyl)-1H-pyrazole-4-carboxamide N1=C(C=NC=C1)N1N=CC(=C1C(F)(F)F)C(=O)N